COC1=C(C=CC=C1)N1CCN(CC1)CCCCN1C(C2=CC=CC=C2C1=O)=O 2-(4-(4-(2-Methoxyphenyl)piperazin-1-yl)butyl)isoindoline-1,3-dione